4-[(4-(hydroxymethyl)-6-[(5-methyl-1H-pyrazol-3-yl)amino]pyrimidin-2-yl)amino]adamantan-1-ol OCC1=NC(=NC(=C1)NC1=NNC(=C1)C)NC1C2CC3(CC(CC1C3)C2)O